tert-butyl (S)-2-(6-chloro-2-(methylsulfonyl)-1,2,3,4-tetrahydroisoquinolin-8-yl)pyrrolidine-1-carboxylate ClC=1C=C2CCN(CC2=C(C1)[C@H]1N(CCC1)C(=O)OC(C)(C)C)S(=O)(=O)C